N,N-dibenzyl-3-fluoro-5-(2-methoxypropan-2-yl)aniline C(C1=CC=CC=C1)N(C1=CC(=CC(=C1)C(C)(C)OC)F)CC1=CC=CC=C1